CERIUM-GADOLINIUM [Gd].[Ce]